N=1N(N=CC1)C1=C(C=C(C=C1)C1=NN(C(=C1C(=O)N)C(F)(F)F)C1=CN=C2C3=C(C=CC=C13)C(N2)=C=O)C(F)(F)F (4-(2H-1,2,3-triazol-2-yl)-3-(trifluoromethyl)phenyl)-1-(2-carbonyl-1,2-dihydropyrrolo[4,3,2-ij]isoquinolin-6-yl)-5-(trifluoromethyl)-1H-pyrazole-4-carboxamide